[Si](C)(C)(C(C)(C)C)OCCCCCNC(=O)C1=CC=CC=N1 6-((5-((tert-butyldimethylsilyl)oxy)pentyl)carbamoyl)pyridine